4-(1-ethyl-1H-benzo[d]imidazol-6-yl)morpholine C(C)N1C=NC2=C1C=C(C=C2)N2CCOCC2